(S)-(3-([1,1'-biphenyl]-2-ylethynyl)-1H-indazol-5-yl)(2-isopropylpiperazin-1-yl)methanone C1(=C(C=CC=C1)C#CC1=NNC2=CC=C(C=C12)C(=O)N1[C@H](CNCC1)C(C)C)C1=CC=CC=C1